FC1(CCN(CC1)C1=NC(=NC2=NC(=C(N=C12)C)C)N1C[C@@H](OCC1)C=1C=NN(C1)C)F 4-(4,4-difluoro-1-piperidinyl)-6,7-dimethyl-2-((2S)-2-(1-methyl-1H-pyrazol-4-yl)-4-morpholinyl)pteridine